cyclopropyl-3-(4-((2-(methylamino)-8,9-dihydroimidazo[1',2':1,6]pyrido[2,3-d]pyrimidin-6-yl)oxy)phenyl)urea C1(CC1)NC(=O)NC1=CC=C(C=C1)OC1=CC2=C(N=C(N=C2)NC)N2C1=NCC2